O=C1N(CCC1)C1CC2N(C3=C(OCC2)C=C(C=N3)C(F)(F)F)CC1 2-oxo-1-(3-(trifluoromethyl)-7,7a,8,9,10,11-hexahydro-6H-dipyrido[3,2-b:1',2'-d][1,4]oxazepin-9-yl)pyrrolidin